ClC1=NC(=NC2=CC3=C(C=C12)N(C([C@@]3(C)OC)=O)C)C (S)-4-chloro-8-methoxy-2,6,8-trimethyl-6,8-dihydro-7H-pyrrolo[2,3-g]quinazolin-7-one